OCCCCC(C=O)(C)C 6-hydroxy-2,2-dimethylhexan-1-one